dimethyl 3,4-pyridinedicarboxylate N1=CC(=C(C=C1)C(=O)OC)C(=O)OC